4-(4-nitro-2-trifluoromethylphenyl)morpholine [N+](=O)([O-])C1=CC(=C(C=C1)N1CCOCC1)C(F)(F)F